BrC=1C=C2C(N(C(=NC2=CC1)[C@H](CCC)[C@H]1CCN([C@@H](CC1)C)C)CC)=O 6-bromo-2-((R)-1-((4R,7R)-1,7-dimethylazepan-4-yl)butyl)-3-ethylquinazolin-4(3H)-one